ClC1=NC=C(C(=N1)C1=C(N=C(S1)C(C)(C)F)C(F)(F)F)F 5-(2-chloro-5-fluoropyrimidin-4-yl)-2-(2-fluoropropan-2-yl)-4-(trifluoromethyl)thiazole